2-(1-methylpropyl)-7-octenoic acid CC(CC)C(C(=O)O)CCCCC=C